C(CCC)C1C(C1)C(=O)O 2-BUTYLCYCLOPROPANECARBOXYLIC ACID